(1R,3S)-1-(2,6-difluoro-4-((1-(3-fluoropropyl)azetidin-3-yl)oxy)phenyl)-2-(2-fluoro-2-methylpropyl)-3-(fluoromethyl)-2,3,4,9-tetrahydro-1H-pyrido[3,4-b]indole FC1=C(C(=CC(=C1)OC1CN(C1)CCCF)F)[C@H]1N([C@@H](CC2=C1NC1=CC=CC=C21)CF)CC(C)(C)F